[Zr].C(C)CC(CC(=O)OOC(C)(C)C)=O.C(C)CC(CC(=O)OOC(C)(C)C)=O di-t-butoxy bis(ethylacetoacetate) zirconium